(4S)-4-[3-[3-[4-(2,4-Difluorophenyl)phenyl]azetidin-1-yl]-3-oxo-propyl]oxazolidin-2-one FC1=C(C=CC(=C1)F)C1=CC=C(C=C1)C1CN(C1)C(CC[C@@H]1NC(OC1)=O)=O